1-benzyl-2',3'-dihydro-1'H-spiro[piperidine-4,4'-quinoline] C(C1=CC=CC=C1)N1CCC2(CCNC3=CC=CC=C23)CC1